TRANS-8-ethylamino-8-phenyl-1,3-diaza-spiro[4.5]decan-2-one C(C)NC1(CCC2(CNC(N2)=O)CC1)C1=CC=CC=C1